C1=CC=C(C=C1)C=C(C2=C(C(=C(C(=C2O)O)O)O)O)O hexahydroxystilbene